(2S)-3-(6-fluoro-3-methyl-[1,2,4]triazolo[4,3-a]pyridin-7-yl)-2-methyl-propan-1-ol FC=1C(=CC=2N(C1)C(=NN2)C)C[C@@H](CO)C